COC1=C(C=C(C=N1)C1=CC=C2C(=NNC2=C1)C(=O)NC1CN(C(C1)=O)C1=C(C=CC=C1)OC)C(NCC1=C(C=CC=C1)OC(F)(F)F)=O 6-[6-methoxy-5-({[2-(trifluoromethoxy)phenyl]methyl}carbamoyl)pyridin-3-yl]-N-[1-(2-methoxyphenyl)-5-oxopyrrolidin-3-yl]-1H-indazole-3-carboxamide